3-Cyclopropyl-4-(5-((2-(4-(methylsulfonyl)phenyl)-2-oxoethyl)thio)-1H-tetrazol-1-yl)benzoic acid C1(CC1)C=1C=C(C(=O)O)C=CC1N1N=NN=C1SCC(=O)C1=CC=C(C=C1)S(=O)(=O)C